COC1=CC(=CC2=C1OC(C(O2)C)C=2C=NC(=CC2)OC)C(=O)OC methyl 8-methoxy-2-(6-methoxypyridin-3-yl)-3-methyl-2,3-dihydrobenzo[b][1,4]dioxin-6-carboxylate